(S)-6,7-difluoro-2-methyl-4-(1-(methylamino)ethyl)phthalazine-1(2H)-one hydrochloride Cl.FC=1C=C2C(=NN(C(C2=CC1F)=O)C)[C@H](C)NC